2-methylsulfonyl-7-[(3R,4S)-4-methyltetrahydrofuran-3-yl]pyrrolo[2,3-d]pyrimidine-6-carbonitrile CS(=O)(=O)C=1N=CC2=C(N1)N(C(=C2)C#N)[C@H]2COC[C@H]2C